N1N=NC(=C1)C1CCN(CC1)C(CCC=1C=NC(=NC1)NC1CC2=CC=CC=C2C1)=O 1-(4-(1H-1,2,3-triazol-4-yl)piperidin-1-yl)-3-(2-((2,3-dihydro-1H-inden-2-yl)amino)pyrimidin-5-yl)propan-1-one